COC(=O)C1=C(N=NC=C1)N(C)C (dimethylamino)pyridazine-4-carboxylic acid methyl ester